(S)-N-(4-(1-(2-fluoroisonicotinoyl)-3-methyl-1,2,3,6-tetrahydropyridin-4-yl)-1H-pyrrolo[2,3-b]pyridin-6-yl)cyclopropylcarboxamide FC=1C=C(C(=O)N2C[C@H](C(=CC2)C2=C3C(=NC(=C2)NC(=O)C2CC2)NC=C3)C)C=CN1